7-bromo-4-((3-(tetrahydro-2H-pyran-4-yl)-1H-pyrazol-4-yl)oxy)quinoline BrC1=CC=C2C(=CC=NC2=C1)OC=1C(=NNC1)C1CCOCC1